6-benzyloxy-2-methyl-5-nitro-indazole C(C1=CC=CC=C1)OC=1C(=CC2=CN(N=C2C1)C)[N+](=O)[O-]